C(C)(=O)C1=CC(=CC=2C(N3C(=NC12)C(CC3)(C)CC3=CC=CC=C3)=O)C 5-acetyl-3-benzyl-3,7-dimethyl-2,3-dihydropyrrolo[2,1-b]quinazolin-9(1H)-one